C(C)(C)(C)OC(=O)N1CCCC2=CC=C(N=C12)CCCCNCCC(F)F 7-(4-((3,3-difluoropropyl)amino)butyl)-3,4-dihydro-1,8-naphthyridine-1(2H)-carboxylic acid tert-butyl ester